C(CC(C)C)C=1C(C2=CC=CC=C2C(C1CC1=NC=C(C=C1)C(F)(F)F)=O)=O 2-isopentyl-3-((5-(trifluoromethyl)pyridin-2-yl)methyl)naphthalene-1,4-dione